OCCN(CCCCCCCC(=O)OCCCC(CCCCC)CCCCC)CCCCCC(OCCCCCCCCCCC)=O 4-pentylnonyl 8-[2-hydroxyethyl-(6-oxo-6-undecoxy-hexyl)amino]octanoate